C(C)C1=C(OC=2C(=C1)C(C=C(C2)C(C)C)=O)N ethyl-2-amino-7-isopropyl-5-oxo-5H-1-benzopyran